COC1=CC=C(C=C1)C1=CC=C(C=C1)C1(CC1)NC(OC1CN2CCC1CC2)=O 1-azabicyclo[2.2.2]oct-3-yl [1-(4'-methoxybiphenyl-4-yl)cyclopropyl]carbamate